FC=1C=C(C=NC1)C1=CNC2=NC=C(C=C21)C2=CC=C(CN1CC(CCC1)O)C=C2 1-(4-(3-(5-fluoropyridin-3-yl)-1H-pyrrolo[2,3-b]pyridin-5-yl)benzyl)piperidin-3-ol